CNC(=O)C1=CC2=C(N(C(=N2)NC=2SC3=C(N2)C=CC(=C3)S(=O)(=O)C)C)C=C1 2-(6-Methanesulfonyl-benzothiazol-2-ylamino)-1-methyl-1H-benzimidazole-5-carboxylic acid methylamide